1-(3-(4-((2-fluoro-3-methyl-4-((1-methyl-1H-benzo[d][1,2,3]triazol-5-yl)oxy)phenyl)amino)pyrido[3,2-d]pyrimidin-6-yl)-9-azabicyclo[3.3.1]nonan-9-yl)prop-2-en-1-one trifluoroacetate FC(C(=O)O)(F)F.FC1=C(C=CC(=C1C)OC1=CC2=C(N(N=N2)C)C=C1)NC=1C2=C(N=CN1)C=CC(=N2)C2CC1CCCC(C2)N1C(C=C)=O